N-(3-(2-(difluoromethoxy)-5-(phenylsulfanyl)phenyl)-1-methyl-1H-pyrazol-4-yl)pyrazolo[1,5-a]pyrimidine-3-carboxamide FC(OC1=C(C=C(C=C1)SC1=CC=CC=C1)C1=NN(C=C1NC(=O)C=1C=NN2C1N=CC=C2)C)F